2-(6-(2-chloro-4-fluoro-5-methoxyphenyl)-3-(1-methyl-1H-pyrazolo[4,3-c]pyridin-7-yl)-2,4-dioxo-3,4-dihydrothieno[3,2-d]pyrimidin-1(2H)-yl)cyclopropane-1-carbonitrile ClC1=C(C=C(C(=C1)F)OC)C1=CC=2N(C(N(C(C2S1)=O)C=1C2=C(C=NC1)C=NN2C)=O)C2C(C2)C#N